[N+](=O)([O-])C=1C=C(C=CC1N1CCCCC1)N1CCOCC1 4-(3-nitro-4-(piperidin-1-yl)phenyl)morpholine